1-allyl-7-bromo-2,2,3,3,6-pentafluoro-2,3-dihydro-1H-inden-1-ol C(C=C)C1(C(C(C2=CC=C(C(=C12)Br)F)(F)F)(F)F)O